BrC=1N=C2N(C1)C(CC2)C(C)C 2-bromo-5-isopropyl-6,7-dihydro-5H-pyrrolo[1,2-a]imidazole